N-[(1R)-1-[3-amino-5-(trifluoromethyl)phenyl]ethyl]-1-(cyclopropylmethyl)-6-oxo-pyridazine-3-carboxamide NC=1C=C(C=C(C1)C(F)(F)F)[C@@H](C)NC(=O)C1=NN(C(C=C1)=O)CC1CC1